Methyl 2-nitro-dibenzo[b,d]furan-3-carboxylate [N+](=O)([O-])C1=CC2=C(OC3=C2C=CC=C3)C=C1C(=O)OC